BrC1=C(C=C(C(=O)N2CC=3N(CC2)C(N(C3C(=O)NCC3=C(C=C(C=C3)OC)F)C3=CC=C(C=C3)OC3CC3)=O)C=C1)Cl 7-(4-bromo-3-chloro-benzoyl)-2-[4-(cyclopropoxy)phenyl]-N-[(2-fluoro-4-methoxy-phenyl)methyl]-3-oxo-6,8-dihydro-5H-imidazo[1,5-a]pyrazine-1-carboxamide